C(CCCCCCCC)N1C(CCC1)=O N-Nonyl-2-pyrrolidon